FC(C=1N=C2C(=CC=NC2=CC1)C(C)OC)F 6-(Difluoromethyl)-4-(1-methoxyethyl)-1,5-naphthyridin